tert-butyl 2-cyano-2-[5-(1-cyanocyclopropyl)-2-pyridyl]acetate C(#N)C(C(=O)OC(C)(C)C)C1=NC=C(C=C1)C1(CC1)C#N